F[C@@H]1CN(CC[C@@H]1NC1=NC=C(C(=N1)C1=CC(=C(S1)C)C(=O)N)C(F)(F)F)S(=O)(=O)C=1N=CN(C1)C 5-(2-(((3R,4S)-3-fluoro-1-((1-methyl-1H-imidazol-4-yl)sulfonyl)piperidin-4-yl)amino)-5-(trifluoromethyl)pyrimidin-4-yl)-2-methylthiophene-3-carboxamide